CN1C(N(CCC1)C)=O 1,3-dimethylhexahydropyrimid-2-one